[IH2+].CN1C(C=C(C(=C1)C1=CC=CC=C1)C=CC1=CC=CC=C1)C1=CC=CC=C1 1-methyl-2,5-diphenyl-4-styrylpyridine iodonium salt